BrC1=CC(=C(C=C1F)NS(=O)(=O)C1=CNC(=C1)C1=NC=CC=C1C)F N-(4-bromo-2,5-difluorophenyl)-5-(3-methylpyridin-2-yl)-1H-pyrrole-3-sulfonamide